t-hexyl peroxyoctanoate C(CCCCCCC)(=O)OOC(C)(C)CCC